ClC=1C=C2CCCN(C2=C(C1)C1=C2C(=NC=C1)C=C(S2)CN2C(CCC2=O)=O)[C@@H]2CNC[C@H]2F 1-((7-(6-chloro-1-((3R,4R)-4-fluoropyrrolidin-3-yl)-1,2,3,4-tetrahydroquinolin-8-yl)thieno[3,2-b]pyridin-2-yl)methyl)pyrrolidine-2,5-dione